BrC=1C=CC(=C(C1)C(C)=O)O 1-(5-bromo-2-hydroxy-phenyl)ethanone